FC1=C(C(=O)N[C@H](C(N2CCC3(CC2)C(CNC(C3)=O)C3=CC=CC=C3)=O)C(C)C)C=C(C=C1)C(F)(F)F 2-fluoro-N-((2S)-3-methyl-1-oxo-1-(10-oxo-7-phenyl-3,9-diazaspiro[5.5]undecan-3-yl)butan-2-yl)-5-(trifluoromethyl)benzamide